zinc allantoate C(C(NC(=O)N)NC(=O)N)(=O)[O-].[Zn+2].C(C(NC(=O)N)NC(=O)N)(=O)[O-]